3-(4-(2-((tert-butyldimethylsilyl)oxy)ethyl)piperazin-1-yl)aniline [Si](C)(C)(C(C)(C)C)OCCN1CCN(CC1)C=1C=C(N)C=CC1